1-(4Z,7Z,10Z,13Z,16Z,19Z-docosahexaenoyl)-2-(9Z,12Z-octadecadienoyl)-glycero-3-phosphocholine CCCCC/C=C\C/C=C\CCCCCCCC(=O)O[C@H](COC(=O)CC/C=C\C/C=C\C/C=C\C/C=C\C/C=C\C/C=C\CC)COP(=O)([O-])OCC[N+](C)(C)C